O(C=1C(C=C(N(C1)CCCCCCCCCCCCCC)C)=O)C=1C(C=C(N(C1)CCCCCCCCCCCCCC)C)=O 5,5'-oxybis(N-tetradecyl-2-methyl-pyridin-4-one)